N-picolyl-4'-propargyl-4-biphenylsulfonamide N1=C(C=CC=C1)CNS(=O)(=O)C1=CC=C(C=C1)C1=CC=C(C=C1)CC#C